O(C1=CC=CC=C1)C=1C=C(C=CC1)CC(=O)N1CC2=C(CCC1)N=C(NC2=O)C2(CC2)C2=CC=CC=C2 6-(2-(3-phenoxyphenyl)acetyl)-2-(1-phenylcyclopropyl)-3,5,6,7,8,9-hexahydro-4H-pyrimido[5,4-c]azepin-4-one